ClC1=CC(=C(C=C1C=1C=NOC1C)NS(=O)(=O)C=1C=C(C(=O)O)C=CC1C1CC1)OC1CCC1 3-(N-(4-chloro-2-cyclobutoxy-5-(5-methylisoxazol-4-yl)phenyl)sulfamoyl)-4-cyclopropylbenzoic acid